N-(3-(4-chlorophenyl)-3-methylbutyl)-2-fluoro-6-methylbenzamide ClC1=CC=C(C=C1)C(CCNC(C1=C(C=CC=C1C)F)=O)(C)C